2,5-bis-(tert-butylperoxyl)2,5-dimethylhexane C(C)(C)(C)OOC(C)(CCC(C)(C)OOC(C)(C)C)C